N-hydroxyethyl-diethylenetriamine OCCNCCNCCN